F[P-](F)(F)(F)(F)F.N1(N=NC2=C1C=CC=C2)OOC(=[N+](N2CCCC2)N2CCCC2)N O-(benzotriazol-1-yl)oxybis(pyrrolidino)-uronium hexafluorophosphate